FC1=C(C=CC=C1)C=1C2=C(N=C(N1)SC)N(CCC2)C(CC(=O)OC)CC(C)C methyl 3-(4-(2-fluorophenyl)-2-(methylthio)-6,7-dihydropyrido[2,3-d]pyrimidin-8(5H)-yl)-5-methylhexanoate